OC1=C(C=C(C=C1C(C)(C)C)C(C)(C)C)N1N=C2C(=N1)C=CC=C2 2-(2-hydroxy-3,5-di-t-butylphenyl)-2H-benzotriazole